5-(6-ethoxy-1H-pyrazolo[3',4':3,4]pyrazolo[1,5-a]pyridin-4-yl)pyrazine C(C)OC=1C=C(C=2N(C1)N=C1C2C=NN1)C=1N=CC=NC1